[PH2](=O)[O-].[Al+3].C1(=CC=CC=C1)[Si](O)(O)C1=CC=CC=C1.[PH2](=O)[O-].[PH2](=O)[O-] diphenylsilanediol aluminum hypophosphite